C(C)(C)(C)OC(=O)N1CCC(CC1)OC1=CN=CC2=CC=CC=C12 4-(isoquinolin-4-yloxy)piperidine-1-carboxylic acid tert-butyl ester